6-(6-fluoropyridin-3-yl)-5-((6-methylpyridin-3-yl)methoxy-d2)isoindolin-1-one FC1=CC=C(C=N1)C1=C(C=C2CNC(C2=C1)=O)OC([2H])([2H])C=1C=NC(=CC1)C